[Cl-].[Cl-].C1(=CC=CC2=CC=CC=C12)C(=[Zr+2](C1C(C=2C(C=3C(=C4C=5CC(C=CC5CC24)(C)C)C(=CC3)C)=C1C)(C)C)C1C=CC=C1)C1=CC=CC3=CC=CC=C13 di(1-naphthyl)methylene(cyclopentadienyl)(1,1',3,6,8,8'-hexamethyl-2,7-dihydrodicyclopentafluorenyl)zirconium dichloride